Acetyl-coenzyme A lithium salt [Li].C(C)(=O)SCCNC(CCNC([C@@H](C(COP(OP(OC[C@@H]1[C@H]([C@H]([C@@H](O1)N1C=NC=2C(N)=NC=NC12)O)OP(=O)(O)O)(=O)O)(=O)O)(C)C)O)=O)=O